CC1=C(OC=2C=C(C(=NC2)OC)C(C)C)C(=CC(=C1)[N+](=O)[O-])C 5-(2,6-dimethyl-4-nitrophenoxy)-3-isopropyl-2-methoxypyridine